[1-(5-methylisoxazol-3-yl)cyclopropyl]methanol CC1=CC(=NO1)C1(CC1)CO